(2R)-1-(9H-fluoren-9-ylmethoxycarbonyl)-2-methyl-pyrrolidine-2-carboxylic acid C1=CC=CC=2C3=CC=CC=C3C(C12)COC(=O)N1[C@](CCC1)(C(=O)O)C